7-((Pyridin-3-ylmethyl)amino)-2-(((tetrahydro-2H-pyran-4-yl)thio)methyl)quinazolin N1=CC(=CC=C1)CNC1=CC=C2C=NC(=NC2=C1)CSC1CCOCC1